O1C=C(C2=C1C=CC=C2)C[C@H](NC(C(N2CCC1(OCCO1)CC2)=O)=O)B(O)O (R)-(2-(benzofuran-3-yl)-1-(2-oxo-2-(1,4-dioxa-8-azaspiro[4.5]decan-8-yl)acetamido)ethyl)boronic acid